NC1=NN(C(=C1)C)CC=1C=CC(=NC1)C(=O)[O-] 5-((3-amino-5-methyl-1H-pyrazol-1-yl)methyl)picolinate